2-Amino-2-deoxy-β-D-glucopyranosyl-(1→3)-α-D-galactopyranosyl-(1→4)-L-rhamnose N[C@H]1[C@@H](O[C@@H]([C@H]([C@@H]1O)O)CO)O[C@@H]1[C@H]([C@H](O[C@@H]([C@@H]1O)CO)O[C@H]([C@H]([C@H](C=O)O)O)[C@@H](O)C)O